stearyl-α-chloroacrylate C(CCCCCCCCCCCCCCCCC)OC(C(=C)Cl)=O